C(C=C)N1N(C2=NC(=NC=C2C1=O)N(C(OC(C)(C)C)=O)C=1C=C2C=NN(C2=CC1)C)C1=CC(=CC=C1)N(C1CCN(CC1)C)C tert-butyl (2-allyl-1-(3-(methyl(1-methylpiperidin-4-yl)amino)phenyl)-3-oxo-2,3-dihydro-1H-pyrazolo[3,4-d]pyrimidin-6-yl)(1-methyl-1H-indazol-5-yl)carbamate